[Si](C1=CC=CC=C1)(C1=CC=CC=C1)(C(C)(C)C)O[C@H]1CN(C[C@H](C1)C(N)=O)C(=O)OC(C)(C)C |r| rac-tert-butyl (3R,5S)-3-((tert-butyldiphenylsilyl)oxy)-5-carbamoylpiperidine-1-carboxylate